OC12CC3CC(CC(C1)C3)C2 (2s,5R)-5-hydroxyadamantan